2-{[(3R,4S)-1-[4-({8-[(2R,3S)-3-[(ethanesulfonyl)meth-yl]-2-methylazetidin-1-yl]-5-(propan-2-yl)-2,6-naphthyridin-3-yl}amino)pyrimidin-2-yl]-3-fluoropiperidin-4-yl]oxy}ethan-1-ol C(C)S(=O)(=O)C[C@@H]1[C@H](N(C1)C=1C=NC(=C2C=C(N=CC12)NC1=NC(=NC=C1)N1C[C@H]([C@H](CC1)OCCO)F)C(C)C)C